C(C)N1C=NC2=C1N=NC=C2C2=CC(=CC=C2)B2OC(C(O2)(C)C)(C)C 7-ethyl-4-(3-(4,4,5,5-tetramethyl-1,3,2-dioxaborolan-2-yl)phenyl)-7H-imidazo[4,5-c]pyridazine